C(C1=CC=CC=C1)C1=NN=CN1[C@H]1CCC2=CC(=CC=C12)N1C(=NC=2C1=NC(=CC2)N2N=CC=C2)C=2C(=NC=CC2)N (S)-3-(3-(1-(3-benzyl-4H-1,2,4-triazol-4-yl)-2,3-dihydro-1H-inden-5-yl)-5-(1H-pyrazol-1-yl)-3H-imidazo[4,5-b]pyridin-2-yl)pyridin-2-amine